N1C=NC2=NC=C(C=C21)C2=NC=C1NC(N(C1=N2)[C@@H]2CC[C@@H](CC2)OC)=O 2-(1H-Imidazo[4,5-b]pyridin-6-yl)-9-(cis-4-methoxycyclohexyl)-8-oxo-8,9-dihydro-7H-purine